3-trifluoromethyl-6-((S)-2,2,2-trifluoro-1-methyl-ethoxy)-pyridin-2-ylamine FC(C=1C(=NC(=CC1)O[C@H](C(F)(F)F)C)N)(F)F